tert-butyl 4-(4-(5-chloro-1-((2-(trimethylsilyl)ethoxy)methyl)-1H-pyrazolo[4,3-d]pyrimidin-3-yl)phenyl)piperazine-1-carboxylate ClC=1N=CC2=C(N1)C(=NN2COCC[Si](C)(C)C)C2=CC=C(C=C2)N2CCN(CC2)C(=O)OC(C)(C)C